8-((4-(2-fluoro-6-(methylcarbamoyl)pyridine-3-yl)piperazin-1-yl)methyl)imidazo[1,2-c]quinazolin-5(6H)-one FC1=NC(=CC=C1N1CCN(CC1)CC=1C=CC=2C=3N(C(NC2C1)=O)C=CN3)C(NC)=O